tert-butyl (S)-3-(4-(pyridin-2-ylmethyl)-1,2,3,4-tetrahydroquinoxaline-1-carboxamido)pyrrolidine-1-carboxylate N1=C(C=CC=C1)CN1CCN(C2=CC=CC=C12)C(=O)N[C@@H]1CN(CC1)C(=O)OC(C)(C)C